CN1C=C(C2=CC=CC=C12)NC1=NC2=C(N1)C=CC=C2 N-(1-methyl-1H-indol-3-yl)-1H-benzimidazol-2-amine